(R)-2-hydroxypropionamide O[C@@H](C(=O)N)C